1-bromo-9,10-bis(2-naphthoyloxy)anthracene BrC1=CC=CC2=C(C3=CC=CC=C3C(=C12)OC(=O)C1=CC2=CC=CC=C2C=C1)OC(=O)C1=CC2=CC=CC=C2C=C1